N1(CCCC1)C(=O)N1CC2=NC(=CC=C2C1)N1C2CN(CC1CC2)C(=O)OC(C)(C)C tert-butyl 8-(6-(pyrrolidine-1-carbonyl)-6,7-dihydro-5H-pyrrolo[3,4-b]pyridin-2-yl)-3,8-diazabicyclo[3.2.1]octane-3-carboxylate